tert-butyl (3-((5-benzamido-2-chloropyrimidin-4-yl)amino)-4-fluorophenyl)carbamate C(C1=CC=CC=C1)(=O)NC=1C(=NC(=NC1)Cl)NC=1C=C(C=CC1F)NC(OC(C)(C)C)=O